BrC1=NC(=C(C(=O)OC)C=C1)C(C(C)C)=O methyl 6-bromo-2-isobutyrylnicotinate